7-bromo-1-methyl-1H-indazol-3-amine BrC=1C=CC=C2C(=NN(C12)C)N